cyanomethyl-formylbenzoate C(#N)CC=1C(=C(C(=O)[O-])C=CC1)C=O